O=C1NC2=C(C3=CC=C(C=C13)C(=O)OCC)C1=C(N2)C=CN=C1 ethyl 5-oxo-6,7-dihydro-5H-pyrido[3',4':4,5]pyrrolo[2,3-c]isoquinoline-3-carboxylate